[6-Fluoro-5-(5-methyl-1H-pyrrolo[2,3-b]pyridin-3-ylmethyl)-pyridin-2-yl]-(2-trifluoromethyl-pyridin-3-ylmethyl)-amine FC1=C(C=CC(=N1)NCC=1C(=NC=CC1)C(F)(F)F)CC1=CNC2=NC=C(C=C21)C